2-(3-(1H-pyrrolo[2,3-b]pyridin-5-yl)phenyl)-N-(4-methyl-3-(trifluoromethyl)phenyl)acetamide N1C=CC=2C1=NC=C(C2)C=2C=C(C=CC2)CC(=O)NC2=CC(=C(C=C2)C)C(F)(F)F